N-(maleimidobutyryloxy)succinimide C1(C=CC(N1CCCC(=O)ON1C(CCC1=O)=O)=O)=O